C1(CC1)S(=O)(=O)NC1=CC(=NC=C1)CC=1C(=NC(=CN1)C)C(=O)N [(4-cyclopropanesulfonamidopyridin-2-yl)methyl]-6-methyl-pyrazine-2-carboxamide